NC=1C=CC(=NC1N1N=C(C=C1C)C(F)F)N1C=NC2=C1C=CC(=C2)NC=2N=NC(=CC2)C [1-[5-amino-6-[3-(difluoromethyl)-5-methyl-pyrazol-1-yl]-2-pyridyl]benzimidazol-5-yl]-(6-methyl-pyridazin-3-yl)amine